(S)-benzyl (1-(2-(3-amino-3-oxopropyl)-2-(2-chloroacetyl)hydrazinyl)-4-methyl-1-oxopentan-2-yl)carbamate NC(CCN(NC([C@H](CC(C)C)NC(OCC1=CC=CC=C1)=O)=O)C(CCl)=O)=O